N-(5-phenoxypyridin-2-yl)-6-(piperazin-1-yl)pyrido[3,2-d]pyrimidin-4-amine O(C1=CC=CC=C1)C=1C=CC(=NC1)NC=1C2=C(N=CN1)C=CC(=N2)N2CCNCC2